ClC=1C(=NNC1)[C@@H]1[C@@H](N(CCC1)C(=O)OC)CO[C@@H]1CC[C@@H](CC1)C1=CC=CC=C1 methyl cis-3-(4-chloro-1H-pyrazol-3-yl)-2-((((CIS)-4-phenylcyclohexyl)oxy)methyl)piperidine-1-carboxylate